(E)-N-(4-aminobutyl)-2-methylbut-2-enamide hydrochloride Cl.NCCCCNC(\C(=C\C)\C)=O